C(CCCC)OCOCCCC(CC(C)[Mg]Br)C 6-pentyloxymethoxy-1,3-dimethylhexylmagnesium bromide